C(C)(C)(C)C=1C=C(C=C(C1O)C(C)(C)C)CCC(=O)[O-] 3,5-di-tert-butyl-4-hydroxybenzenepropionate